N-[(2S)-2-(hydroxymethyl)-2-methyl-6-(4-methylpiperazin-1-yl)-3H-benzofuran-5-yl]pyrazolo[1,5-a]pyrimidine-3-carboxamide OC[C@]1(OC2=C(C1)C=C(C(=C2)N2CCN(CC2)C)NC(=O)C=2C=NN1C2N=CC=C1)C